3-(2-(2-methoxyethoxy)ethoxy)acrylamide COCCOCCOC=CC(=O)N